C(=O)=O.[O].[O] dioxygen Carbon dioxide